tert-butyl-4-(trifluoromethanesulfonyloxy)-2,3,6,7-tetrahydro-1H-azepine-1-carboxylate C(C)(C)(C)OC(=O)N1CCC(=CCC1)OS(=O)(=O)C(F)(F)F